S1C=CC2=C1CNC2 5,6-DIHYDRO-4H-THIENO[2,3-C]PYRROLE